C(#N)C=1C=C2NC=C(CCN)C2=CC1 6-cyanotryptamine